FC1=C(C=CC=C1C[C@@H]1C=2C(N(C=NC2CC[C@@H]1NS(=O)(=O)C1(CC1)F)C(C)C)=O)C1=C(C=CC=C1)F N-[(5R,6S)-5-[(2,2'-difluoro[1,1'-biphenyl]-3-yl)methyl]-4-oxo-3-(propan-2-yl)-3,4,5,6,7,8-hexahydroquinazolin-6-yl]-1-fluorocyclopropane-1-sulfonamide